C(C)C1=CC2=C(N=C(N=C2)NC2CCC(CC2)O)C(=N1)NC(C)C (1r,4r)-4-((6-ethyl-8-(isopropylamino)pyrido[3,4-d]pyrimidin-2-yl)amino)cyclohexan-1-ol